N-butyloxycarbonyl-3-(4-imidazol-1-ylmethylphenyl)-5-isobutyl-thiophene-2-sulfonamide sodium salt [Na].C(CCC)OC(=O)NS(=O)(=O)C=1SC(=CC1C1=CC=C(C=C1)CN1C=NC=C1)CC(C)C